Bis(2-aminoethyl)1,3-propanediamine NCCC(CN)(CN)CCN